COC(=O)C=1N(C(C(C1C(=O)OC)(C)C)=O)CC=1OC=CC1 1-(furan-2-ylmethyl)-4,4-dimethyl-5-oxo-4,5-dihydro-1H-pyrrole-2,3-dicarboxylic acid dimethyl ester